(2S)-3-methyl-2-(3-oxo-5,6,8,8a-tetrahydro-1H-imidazo[5,1-c][1,4]oxazin-2-yl)butanoic acid CC([C@@H](C(=O)O)N1C(N2C(COCC2)C1)=O)C